(S)-(2-methyl-4-(pyridin-2-yloxy)phenyl)-4-oxo-4,5-dihydro-3H-1-thia-3,5,8-triazaacenaphthylene-2-carboxamide CC1=C(C=CC(=C1)OC1=NC=CC=C1)N1C2=C(SC=3N=CC=C(NC1=O)C32)C(=O)N